N1=C(C=CC=2CNCCC12)N 7,8-dihydro-5H-1,6-naphthyridin-2-amine